2-methoxy-7-(3-phenylpropyl)-5,6,7,8-tetrahydro-1,6-naphthyridine COC1=NC=2CC(NCC2C=C1)CCCC1=CC=CC=C1